C[C@@H]1CNC(=CC1)C1=CC=C2C=CC(=NC2=C1)C1CCN(CC1)C (3S)-3-methyl-6-[2-(1-methyl-4-piperidyl)-7-quinolyl]-3,4-dihydro-2H-pyridine